CC=1C=CC(=C(C1)O)C1=NN=C(C2=CC(=CC=C12)C(F)(F)F)N[C@H]1CNCCC1 (R)-5-methyl-2-(4-(piperidin-3-ylamino)-6-(trifluoromethyl)phthalazin-1-yl)phenol